4,4'-cyclohexylidendiphenol C1(CCCCC1)(C1=CC=C(C=C1)O)C1=CC=C(C=C1)O